N-(3-chloro-2-fluorophenylmethyl)-2-((3-cyanocyclobutyl)amino)acetamide ClC=1C(=C(C=CC1)CNC(CNC1CC(C1)C#N)=O)F